1-((3s,4r)-4-(3,4-difluorophenyl)-1-(2-methoxyethyl)pyrrolidin-3-yl)-3-(3-(4-(2-methoxyethoxy)phenyl)-1-methyl-1H-pyrazol-5-yl)urea FC=1C=C(C=CC1F)[C@H]1[C@@H](CN(C1)CCOC)NC(=O)NC1=CC(=NN1C)C1=CC=C(C=C1)OCCOC